5-(Methoxy-d3)-4-(((3R,4R)-3-(4-(methoxycarbonyl)phenyl)piperidin-4-yl)oxy)-7-methyl-1H-indole-1-carboxylic acid tert-butyl ester C(C)(C)(C)OC(=O)N1C=CC2=C(C(=CC(=C12)C)OC([2H])([2H])[2H])O[C@H]1[C@@H](CNCC1)C1=CC=C(C=C1)C(=O)OC